3-Acetylamino-6-(1-methyl-1H-pyrazol-4-yl)pyrazolo[1,5-a]pyridin-4-yl trifluoromethanesulfonate FC(S(=O)(=O)OC=1C=2N(C=C(C1)C=1C=NN(C1)C)N=CC2NC(C)=O)(F)F